3-(trifluoromethoxy)benzene-1,2-diamine FC(OC1=C(C(=CC=C1)N)N)(F)F